4-Methoxylphenylboronic acid O(C)C1=CC=C(C=C1)B(O)O